FC1(CCC(CC1)N(C(=O)C=1N=NN(C1C(F)(F)F)CC(F)F)C)F 4,4-difluorocyclohexyl-(methyl)-1-(2,2-difluoroethyl)-5-(trifluoromethyl)-1H-1,2,3-triazole-4-carboxamide